NC=1C(=CC(=C(C#N)C1)C=1C=NN(C1)C)C 5-amino-4-methyl-2-(1-methyl-1H-pyrazol-4-yl)benzonitrile